C(CCCCCCCCC\C=C/CCCCCC)CC(=O)O.CCCCCCCCCC(CC\C=C/CCCC)=O (Z)-13-octadecen-10-one ((Z)-11-octadecen-1-yl acetate)